CN1C(NC2=C1C=CC(=C2)C(=O)NCC=2C=NC(=CC2)N(C2CCN(CC2)C)C)=O 1-Methyl-N-((6-(methyl-(1-methylpiperidin-4-yl)amino)pyridin-3-yl)methyl)-2-oxo-2,3-dihydro-1H-benzimidazole-5-carboxamide